C(C)(=O)NC1=NC=CC(=C1)C1=CC(=NC(=N1)SC)C=1C=C(C=CC1C)NC(C1=CC(=NC=C1)C(F)(F)F)=O N-(3-(6-(2-acetamidopyridin-4-yl)-2-(methylsulfanyl)pyrimidin-4-yl)-4-methylphenyl)-2-(trifluoromethyl)isonicotinamide